FC=1C(=C(C(=O)N(C)C(C)C)C=CC1)N1C=C(C=2C1=CN=CC2)C2CN(CC2)CC2=CC1=C(NC(N1)=O)C=C2 fluoro-N-isopropyl-N-methyl-2-(3-(1-((2-oxo-2,3-dihydro-1H-benzo[d]imidazol-5-yl)methyl)pyrrolidin-3-yl)-1H-pyrrolo[2,3-c]pyridin-1-yl)benzamide